OC1=CC=C(C=C1)NCC(=O)O p-hydroxyphenyl-glycine